CC1(CC(C1)C1=NC=C2C=NC(=NN21)S(=O)C)C 7-(3,3-dimethylcyclobutyl)-2-methanesulfinylimidazo[4,3-f][1,2,4]triazine